N-heptyl-imidazole C(CCCCCC)N1C=NC=C1